N1C(=CC=2C=NC=CC21)[C@@H](C)NC(=O)[C@H]2N(C[C@@H](C2)OC(F)F)C(CNC(=O)C2=CC=CC=1C(C3=CC=CC=C3C21)(F)F)=O (2S,4R)-N-((R)-1-(1H-pyrrolo[3,2-c]pyridin-2-yl)ethyl)-1-((9,9-difluoro-9H-fluorene-4-carbonyl)glycyl)-4-(difluoromethoxy)pyrrolidine-2-carboxamide